COC=1C(C=C(C(C1)=O)C(C=C)C1=CC=C(C=C1)OC)=O 2-methoxy-5-[1-(4-methoxyphenyl)prop-2-enyl]cyclohexa-2,5-diene-1,4-dione